ClC1=CC=C(C=C1)C1=NOC(=N1)N1CCC(CC1)C(=O)NCC1CN(CC1)C[C@@H]1CN(CCC1)C 1-(3-(4-Chlorophenyl)-1,2,4-oxadiazol-5-yl)-N-((1-(((S)-1-methylpiperidin-3-yl)methyl)pyrrolidin-3-yl)methyl)piperidin-4-carboxamid